Propansulton C1CCOS1(=O)=O